C(OCCCC12CC3CC(CC(C1)C3)C2)(OC2=CC=C(C=C2)[N+](=O)[O-])=O 3-(1-adamantyl)propyl (4-nitrophenyl) carbonate